(3R)-1-((1R,4R)-4-((4-(2,6-DIOXOPIPERIDIN-3-YL)PHENYL)AMINO)CYCLOHEXANE-1-CARBONYL)PYRROLIDINE-3-CARBOXYLIC ACID O=C1NC(CCC1C1=CC=C(C=C1)NC1CCC(CC1)C(=O)N1C[C@@H](CC1)C(=O)O)=O